C1(CC1)C=1N=CC(=NC1C)C(=O)N 5-cyclopropyl-6-methylpyrazine-2-carboxamide